(S)-4-amino-7-chloro-N-methyl-N-(2-(trifluoromethyl)-5,8-dihydro-6H-pyrano[3,4-b]pyridin-5-yl)imidazo[1,5-a]quinoxaline-8-carboxamide NC=1C=2N(C3=CC(=C(C=C3N1)Cl)C(=O)N([C@@H]1COCC3=NC(=CC=C31)C(F)(F)F)C)C=NC2